1-[2-(6-methylpyridin-2-yl)-9H-purin-6-yl]-1H-pyrrolo[3,2-c]pyridine-4-carbonitrile CC1=CC=CC(=N1)C1=NC(=C2N=CNC2=N1)N1C=CC=2C(=NC=CC21)C#N